20-((2-undecyl-1,3-dioxan-5-yl)oxy)-3,6,9,12,15,18-hexaoxaicosan-1-ol C(CCCCCCCCCC)C1OCC(CO1)OCCOCCOCCOCCOCCOCCOCCO